phenyl-sulfonyl-amine C1(=CC=CC=C1)S(=O)(=O)N